3-(1-(4-(4-Isopropylpiperazin-1-yl)phenyl)-7-methoxy-3,4-dihydronaphthalen-2-yl)phenol C(C)(C)N1CCN(CC1)C1=CC=C(C=C1)C1=C(CCC2=CC=C(C=C12)OC)C=1C=C(C=CC1)O